8-bromo-1-isopropyl-3-methyl-6-(phenylsulfonyl)-3,6-dihydroimidazo[4,5-d]pyrrolo[2,3-b]pyridin-2(1H)-one BrC1=CN(C2=NC=C3C(=C21)N(C(N3C)=O)C(C)C)S(=O)(=O)C3=CC=CC=C3